triphenyl-(methane) triisocyanate [N-]=C=O.[N-]=C=O.[N-]=C=O.C1(=CC=CC=C1)C(C1=CC=CC=C1)C1=CC=CC=C1